(tert-butyl 2-(3-(1-(4-(2-methylbenzoylamino) naphthalene-1-sulfonylamino) ethyl) piperidin-1-yl)-2-oxoethyl) carbamate C(N)(OC(C(=O)N1CC(CCC1)C(C)NS(=O)(=O)C1=CC=C(C2=CC=CC=C12)NC(C1=C(C=CC=C1)C)=O)C(C)(C)C)=O